C(C)(C)(C)OC(=O)NC(C(=O)[O-])C tert-butoxycarbonylaminopropionate